C1(C=CC(N1CCCCCC(=O)N([C@@H](CC(=O)O)C(=O)O)C(CCCCCN1C(C=CC1=O)=O)=O)=O)=O bis-(6-maleimidocaproyl)aspartic acid